ONC(=N)N/N=C(\C)/C1=CC=C(C=C1)NC(=O)C=1NC2=C(C=CC=C2C1)[N+](=O)[O-] N-{4-[(1E)-N-(N-hydroxycarbamimidoyl)ethanehydrazonoyl]phenyl}-7-nitro-1H-indole-2-carboxamide